6-(5-chloro-3-(methoxymethyloxy)pyridin-2-yl)-3-((2,2,6,6-tetramethylpiperidin-4-yl)oxy)-1,2,4-triazine ClC=1C=C(C(=NC1)C1=CN=C(N=N1)OC1CC(NC(C1)(C)C)(C)C)OCOC